5-oxa-6-azaspiro[3.4]oct-6-ene C1CCC12ON=CC2